ClC1=NC=CC(=N1)CC=1C(=CC2=C(NC(O[C@@]2(C(C)(F)F)C#CC2CC2)=O)C1)F (S)-7-(2-chloropyrimidin-4-ylmethyl)-4-(cyclopropylethynyl)-4-(1,1-difluoroethyl)-6-fluoro-1,4-dihydro-2H-benzo[d][1,3]oxazin-2-one